1-methyl-3-(7-(methylamino)-5-((2-(oxazol-2-yl)phenyl)amino)pyrazolo[1,5-a]pyrimidin-3-yl)urea CNC(=O)NC=1C=NN2C1N=C(C=C2NC)NC2=C(C=CC=C2)C=2OC=CN2